ClC=1C=CC(=C(C1)C1=CC(N(C=C1OC)C(C(=O)O)CCOC)=O)N1N=NC(=C1)Cl 2-(4-(5-Chloro-2-(4-chloro-1H-1,2,3-triazol-1-yl)phenyl)-5-methoxy-2-oxopyridine-1(2H)-yl)-4-methoxybutyric acid